ClC=1C=C2C(=CC=NC2=CC1OC)N1CCC(CC1)CC[SH2](=O)C=N (R)-{2-[1-(6-chloro-7-methoxyquinolin-4-yl)piperidin-4-yl]ethyl}(imino)methyl-λ6-sulfanone